arginin amide N[C@@H](CCCNC(N)=N)C(=O)N